FC1=C(C(=O)NC2=NN(C=C2)CC2=C(C=CC=C2)OCC2=CC=CC=C2)C(=CC=C1)F 2,6-Difluoro-N-[1-({2-[(phenylmethyl)oxy]phenyl}methyl)-1H-pyrazol-3-yl]benzamide